4Z,7Z,10Z,13E,16Z-docosapentaenoic acid C(C=C\C=C/C=C\C=C\C=C/CCCCCCCCCCC)(=O)O